C(C)(C)(C)OC(=O)NC(C(C)C(C(=O)OCC)C(=O)OCC)CCSC (±)-Diethyl 2-(3-((tert-butoxycarbonyl)amino)-5-(methylthio)pentan-2-yl)malonate